4-{2-{[6-(naphthalen-2-yl)pyrazin-2-yl]Oxy}ethyl}morpholine C1=C(C=CC2=CC=CC=C12)C1=CN=CC(=N1)OCCN1CCOCC1